Br[P+](N(C)C)(N(C)C)N(C)C bromo-tris(dimethylamino)phosphonium